N-cetyl-N-ethylmorpholinium ethylsulfate C(C)OS(=O)(=O)[O-].C(CCCCCCCCCCCCCCC)[N+]1(CCOCC1)CC